C1(CC1)N(C1=C(C(=NC=N1)NCC=1C=CC(=NC1)CC(=O)N)F)CC=1C=NC(=CC1)C(F)(F)F 2-[5-[[[6-[cyclopropyl-[[6-(trifluoromethyl)-3-pyridyl]methyl]amino]-5-fluoro-pyrimidin-4-yl]amino]methyl]-2-pyridyl]acetamide